1-[4-({4-[(3S,4S)-3,4-difluoropyrrolidin-1-yl]-5-(trifluoromethyl)pyrimidin-2-yl}Amino)phenyl]piperidine-3-carbonitrile F[C@H]1CN(C[C@@H]1F)C1=NC(=NC=C1C(F)(F)F)NC1=CC=C(C=C1)N1CC(CCC1)C#N